8,8,9-trifluoro-N-hydroxynonanimidamide FC(CCCCCCC(NO)=N)(CF)F